FC1=CC=C2C(=N1)OC(C2)(C)CC(C)O (6-fluoro-2-methyl-3H-furo[2,3-b]pyridin-2-yl)propan-2-ol